6-methyl-7-oxo-6,7-dihydrothieno[2,3-c]pyridine-2-carboxylic acid CN1C(C2=C(C=C1)C=C(S2)C(=O)O)=O